10,12-tetradecadiene-1-ol C(CCCCCCCCC=CC=CC)O